C(C)P(C=C)(C1=CC=CC=C1)=O ethyl-(phenyl)(vinyl)phosphine oxide